[Si](C)(C)(C(C)(C)C)OCCN1C(NC2=C1C=CC(=C2)C#N)=O 1-(2-((tert-butyldimethylsilyl)oxy)ethyl)-2-oxo-2,3-dihydro-1H-benzo[d]imidazole-5-carbonitrile